4-[(3-isopropyl-5-methyl-pyrazolo[1,5-a]pyrimidin-7-yl)amino]piperidine-1-ethanedisulfonic acid hydrochloride hydrate O.Cl.C(C)(C)C=1C=NN2C1N=C(C=C2NC2CCN(CC2)CC(S(=O)(=O)O)S(=O)(=O)O)C